BrC1=CC(=CC(=N1)N[C@H]1C[C@H](N(C1)C(=O)OC(C)(C)C)C(=O)OC)C O1-tert-butyl O2-methyl (2S,4S)-4-[(6-bromo-4-methyl-2-pyridyl)amino]pyrrolidine-1,2-dicarboxylate